ClC1=NC=C(C=C1)C1(OCCCO1)C 2-chloro-5-(2-methyl-1,3-dioxan-2-yl)pyridine